7-((tert-butyldimethylsilyl)oxy)-2-chlorobenzo[d]thiazole [Si](C)(C)(C(C)(C)C)OC1=CC=CC=2N=C(SC21)Cl